C(C)(C)C1=CC=C(CC(C(=O)C2=CC=C(C=C2)N2CCOCC2)(CCC)N(C)C)C=C1 2-(4-isopropylbenzyl)-2-(dimethylamino)-1-(4-morpholinophenyl)pentan-1-one